CC1=CC=2N(C3=CC(=CC=C3C2C=C1)C)C=1C(=NC(=C(C1C1=CC=2N(C3=CC=CC=C3C2C=C1)C1=CC=CC=C1)N1C2=CC(=CC=C2C=2C=CC(=CC12)C)C)N1C2=CC(=CC=C2C=2C=CC(=CC12)C)C)N1C2=CC=CC=C2OC=2C=CC=CC12 10-(3,5,6-tris(2,7-dimethyl-9H-carbazol-9-yl)-4-(9-phenyl-9H-carbazol-2-yl)pyridin-2-yl)-10H-phenoxazine